(pyrrolidin-1-ylmethyl)-1H-imidazol N1(CCCC1)CN1C=NC=C1